5-phenyl-3-(p-tolyl)-4-(trifluoromethyl)-1H-Pyrazole C1(=CC=CC=C1)C1=C(C(=NN1)C1=CC=C(C=C1)C)C(F)(F)F